C(#N)C1=C(C=CC=C1)SC=1C=2N(C=C(C1)C=1C=NC(=CC1)N(C1CNCCC1)C)N=CC2C#N 4-(2-cyanophenyl)sulfanyl-6-[6-[methyl(3-piperidyl)amino]-3-pyridyl]pyrazolo[1,5-a]pyridine-3-carbonitrile